tungsten-potassium silicon aluminum [Al].[Si].[K].[W]